Cl.C1(=CC=C(C=C1)C=1C=NN(C1)C1CCNCC1)C 4-(4-p-tolylpyrazol-1-yl)piperidine-hydrochloride